C(C)N1C=NC(=C1CC)CC 1,4,5-triethyl-imidazole